1-((1R,4R)-4-(7-methoxy-2-methyl-4-(((R)-1-(4-(2-((Methylamino)methyl)phenyl)thiophen-2-yl)ethyl)amino)quinazolin-6-yl)cyclohexane-1-carbonyl)piperidine COC1=C(C=C2C(=NC(=NC2=C1)C)N[C@H](C)C=1SC=C(C1)C1=C(C=CC=C1)CNC)C1CCC(CC1)C(=O)N1CCCCC1